(3,5-difluorobenzyl)pyridin-2-amine FC=1C=C(CC=2C(=NC=CC2)N)C=C(C1)F